[C@H]12CN(C[C@H](CC1)N2)C=2C1=C(N=C(N2)OC[C@H]2N(C[C@H](C2)F)C)C(=C(N=C1C#C)C1=CC=CC2=CC=C(C(=C12)C#C)F)F 4-(4-((1R,5S)-3,8-diazabicyclo[3.2.1]oct-3-yl)-5-ethynyl-8-fluoro-2-(((2S,4S)-4-fluoro-1-methylpyrrolidin-2-yl)methoxy)pyrido[4,3-d]pyrimidin-7-yl)-5-ethynyl-6-fluoronaphthalene